C(C)(C)(C)OC(=O)N[C@H](C(=O)O)CC1=CC(=C(C=C1)F)F (S)-2-((tert-butoxycarbonyl)amino)-3-(3,4-difluorophenyl)propionic acid